ClC1=C(C(=CC=C1Cl)O)[C@H]1C[C@@H]2N(C(CN(C2)C2=NC=C(C=C2)CO)=O)C1 (7R,8aS)-7-(2,3-dichloro-6-hydroxyphenyl)-2-[5-(hydroxymethyl)pyridin-2-yl]-hexahydropyrrolo[1,2-a]pyrazin-4-one